22-(2-((2-(((9H-fluoren-9-yl)methoxy)carbonyl)-1,2-dimethylhydrazino)methyl)-1H-indol-1-yl)-2,3-dimethyl-4,14,20-trioxo-7,10-dioxa-3,13,16,19-tetraazadocosane-1-oic acid C1=CC=CC=2C3=CC=CC=C3C(C12)COC(=O)N(N(C)CC=1N(C2=CC=CC=C2C1)CCC(NCCNCC(NCCOCCOCCC(N(C(C(=O)O)C)C)=O)=O)=O)C